1-(methylamino)hexane-1,2,3,4,6-pentaol CNC(C(C(C(CCO)O)O)O)O